N-[5-(2-hydroxyethoxy)pyridin-2-yl]-2,2,3,3-tetramethylcyclopropane-1-carboxamide OCCOC=1C=CC(=NC1)NC(=O)C1C(C1(C)C)(C)C